Benzyl 14-methylidene-8,11-diazatetracyclo-[8.3.3.01,9.02,7]hexadeca-2(7),3,5,8-tetraene-11-carboxylate C=C1C23C=4C=CC=CC4N=C2C(N(CC3)C(=O)OCC3=CC=CC=C3)CC1